C(CC)[N-]CCCCCCCCCCCCCCCCCC propyloctadecyl-amide